1-(1-Methyl-1H-pyrazol-4-yl)azetidin-3-yl (8-amino-7-fluoro-6-(8-methyl-2,3-dihydro-1H-pyrido[2,3-b][1,4]oxazin-7-yl)isoquinolin-3-yl)carbamate NC=1C(=C(C=C2C=C(N=CC12)NC(OC1CN(C1)C=1C=NN(C1)C)=O)C1=C(C2=C(OCCN2)N=C1)C)F